ClC=1C=CC2=C(C1)C1(OC1)C(CCN2S(=O)(=O)C2=CC=C(C=C2)C)(F)F 7-chloro-4,4-difluoro-1-(4-methylbenzenesulfonyl)-1,2,3,4-tetrahydrospiro[1-benzazepin-5,2'-oxirane]